2-(4-chloro-phenyl)-N-[4-(3,4-dimeth-oxy-phenyl)-isoxazol-5-yl]-2-prop-2-ynyloxy-acetamide ClC1=CC=C(C=C1)C(C(=O)NC1=C(C=NO1)C1=CC(=C(C=C1)OC)OC)OCC#C